3-(5-Phenyl-1,3,4-oxadiazol-2-yl)-2,4-Pentandion C1(=CC=CC=C1)C1=NN=C(O1)C(C(C)=O)C(C)=O